6-azaspiro[3.4]octane-6-carboxamide C1CCC12CN(CC2)C(=O)N